phenyl (di-t-butylphenyl) phosphate P(=O)(OC1=CC=CC=C1)(OC1=C(C(=CC=C1)C(C)(C)C)C(C)(C)C)[O-]